N'-isonicotinoyl-5-pentylpicolinohydrazide hydrogen chloride Cl.C(C1=CC=NC=C1)(=O)NNC(C1=NC=C(C=C1)CCCCC)=O